(6-chloro-1,3-dihydropyrrolo[3,4-c]pyridin-2-yl)ethanone ClC1=CC2=C(C=N1)CN(C2)C(C)=O